ClC1=CC=C(C=C1)CN1C([C@H](CS(C2=C1C=C(C(=C2)F)C2=NOC(=N2)C2(CCN(CC2)CC)C)(=O)=O)NC(OC(C)(C)C)=O)=O tert-butyl N-[(3R)-5-[(4-chlorophenyl)methyl]-7-[5-(1-ethyl-4-methyl-4-piperidyl)-1,2,4-oxadiazol-3-yl]-8-fluoro-1,1,4-trioxo-2,3-dihydro-1λ6,5-benzothiazepin-3-yl]carbamate